C(CCCC)OB(O)O pentylboric acid